CC1=NN(C(=C1C=NN1CCN(CC1)CC1=CC=CC=C1)C)C1=CC=CC=C1 (N-[(3,5-dimethyl-1-phenyl-1H-pyrazol-4-yl)methylene])-4-(phenylmethyl)-1-piperazinylamine